(2S)-2-[[(2S)-2-aminopropanoyl]amino]-3-(3-hydroxy-4-phosphonooxyphenyl)propanoic acid N[C@H](C(=O)N[C@H](C(=O)O)CC1=CC(=C(C=C1)OP(=O)(O)O)O)C